(3S)-tert-butyl 6-(2-(1-(dimethylamino)Ethyl)benzo[d]thiazol-5-yl)-3-methyl-3,4-dihydropyridine-1(2H)-carboxylate CN(C(C)C=1SC2=C(N1)C=C(C=C2)C2=CC[C@@H](CN2C(=O)OC(C)(C)C)C)C